(5-chloro-4-(((3R,6S)-6-(hydroxymethyl)tetrahydro-2H-pyran-3-yl)amino)-1H-pyrrolo[2,3-b]pyridin-3-yl)(4-(2,6-difluorophenoxy)phenyl)methanone ClC=1C(=C2C(=NC1)NC=C2C(=O)C2=CC=C(C=C2)OC2=C(C=CC=C2F)F)N[C@H]2CO[C@@H](CC2)CO